4-(tert-butyldimethylsilyl)-1-decen-5-yn-4-ol [Si](C)(C)(C(C)(C)C)C(CC=C)(C#CCCCC)O